O1-tert-butyl O3-methyl (5S)-5-methyl-4-(4,4,5,5-tetramethyl-1,3,2-dioxaborolan-2-yl)-2,5-dihydropyrrole-1,3-dicarboxylate C[C@H]1C(=C(CN1C(=O)OC(C)(C)C)C(=O)OC)B1OC(C(O1)(C)C)(C)C